5-bromo-2-fluoro-3-(methoxymethoxy)pyridine-4-carbaldehyde BrC=1C(=C(C(=NC1)F)OCOC)C=O